ClC1C(C(N(C1C)C=C)=O)C 4-chloro-3,5-dimethyl-1-vinyl-2-pyrrolidone